2-(diphenyl-phosphoryl)terephthalic acid C1(=CC=CC=C1)P(=O)(C1=CC=CC=C1)C1=C(C(=O)O)C=CC(=C1)C(=O)O